C(C)(C)(C)C1=CC=C(C=NNC2=CC=C(C(=O)O)C=C2)C=C1 4-(2-(4-(tert-Butyl)benzylidene)hydrazinyl)benzoic acid